4-(furan-2-ylmethoxy)-1-(oxetan-2-ylmethyl)-1H-benzo[d]imidazole-6-carboxylic acid O1C(=CC=C1)COC1=CC(=CC=2N(C=NC21)CC2OCC2)C(=O)O